2-methoxy-5-(2-(5-methyl-2-(5-(methylcarbamoyl)thiophen-2-yl)piperidin-1-yl)-2-oxoacetamido)nicotinamide COC1=C(C(=O)N)C=C(C=N1)NC(C(=O)N1C(CCC(C1)C)C=1SC(=CC1)C(NC)=O)=O